C(C)(C)(C)OC(=O)NCC1=CC=C(C=C1)NC(=O)C1=CC2=C(OCCC3=C2SC=C3)C=C1C1=C(C=C(C=C1)C1=CC(=C(C(=C1)OC)OC)OC)C(=O)O 4-(9-((4-(((tert-butoxycarbonyl)amino)methyl)phenyl)carbamoyl)-4,5-dihydrobenzo[b]thieno[2,3-d]oxepin-8-yl)-3',4',5'-trimethoxy-[1,1'-biphenyl]-3-carboxylic acid